BrC1=NN=C(S1)CN1C(C(N(C=C1)[C@@H]1C[C@@H](C1)C1=CC=CC=C1)=O)=O 1-((5-bromo-1,3,4-thiadiazol-2-yl)methyl)-4-((cis)-3-phenylcyclobutyl)-1,4-dihydropyrazine-2,3-dione